C(C(C)C)N1N=CC=2C=NC(=CC21)C2=NNC=C2NC(=O)N2C1(CC1)CC(CC2)OC2=CC=CC=C2 N-(3-(1-isobutyl-1H-pyrazolo[4,3-c]pyridin-6-yl)-1H-pyrazol-4-yl)-7-phenoxy-4-azaspiro[2.5]octane-4-carboxamide